1-(6-(1-(3-((4-((5-ethylpyrimidin-2-yl)amino)piperidin-1-yl)sulfonyl)benzyl)-piperidin-4-yl)-1-methyl-1H-indazol-3-yl)dihydropyrimidine-2,4(1H,3H)-dione C(C)C=1C=NC(=NC1)NC1CCN(CC1)S(=O)(=O)C=1C=C(CN2CCC(CC2)C2=CC=C3C(=NN(C3=C2)C)N2C(NC(CC2)=O)=O)C=CC1